C(CCCCCCCCCCCCCCCCC)(=O)[O-].C(CCCCCCCCCCCCCCCCC)(=O)[O-].C(CCCCCCCCCCCCCCCCC)(=O)[O-].[Al+3] aluminum trisoctadecanoate